CC1(CCCCCCCCCCCCCCCCCCC1)O 1-methylcycloicosanol